C(OC1=CC=C(C=C1)[N+](=O)[O-])(OC1C[C@@H]2CO[C@H]3[C@@H]2CC1O3)=O 4-nitrophenyl ((1R,3aS,7aR)-octahydro-1,6-epoxyisobenzofuran-5-yl) carbonate